COC1=CC=C(C(=N1)C)C=1CCN(CC1)C(=O)OC(C)(C)C tert-butyl 4-(6-methoxy-2-methyl-3-pyridyl)-3,6-dihydro-2H-pyridine-1-carboxylate